FC(C)(F)C1=NC=CC(=N1)NC1=CC(=NC=C1C1=NC=C(N=C1)C(C)(C)O)NC(C)=O N-(4-((2-(1,1-difluoroethyl)pyrimidin-4-yl)amino)-5-(5-(2-hydroxypropan-2-yl)pyrazin-2-yl)pyridin-2-yl)acetamide